C1(CC1)C1=NC=NC(=C1C1=NN2C(C=N1)=CC=C2CC2=C(C=C(C=C2)C=2N(C=C(N2)C(F)(F)F)C(C)C)O)OC 2-((2-(4-cyclopropyl-6-methoxypyrimidin-5-yl)pyrrolo[2,1-f][1,2,4]triazin-7-yl)methyl)-5-(1-isopropyl-4-(trifluoromethyl)-1H-imidazol-2-yl)phenol